1-(3-(phenylethynyl)thiophene-2-yl)ethane ethyl-2-(2-((5-(3-(aminomethyl)phenyl)-7-(2-morpholinoethoxy)benzofuran-3-yl)methoxy)phenyl)acetate C(C)OC(CC1=C(C=CC=C1)OCC1=COC2=C1C=C(C=C2OCCN2CCOCC2)C2=CC(=CC=C2)CN)=O.C2(=CC=CC=C2)C#CC2=C(SC=C2)CC